Glucosyl-(4-menthylcarbonyloxy) heptanoate C(CCCCCC)(=O)OOC(=O)C1(CCC(CC1)(C)C1[C@H](O)[C@@H](O)[C@H](O)[C@H](O1)CO)C(C)C